C1(=CC=CC2=CC=CC=C12)C(=O)OC1(CC=C(CC1)C)C(C)=O 1-acetyl-4-methylcyclohex-3-en-1-yl 1-naphthoate